C(CCCCC)C(C(=O)OCC(COC(C(CCCCCCCC)CC1CCC1)=O)N1CCC2(CC1)CCN(CC2)CCCCO)CCCCCCCC 3-((2-(cyclobutylmethyl)decanoyl)oxy)-2-(9-(4-hydroxybutyl)-3,9-diazaspiro[5.5]undecan-3-yl)propyl 2-hexyldecanoate